N-(2-(1H-Benzo[d]imidazol-5-yl)ethyl)-8,8-dimethyl-11-(2-methyl-5,8,11-trioxa-2-azadodecyl)-7,10-dihydro-8H-pyrano[3'',4'':5',6']pyrido[3',2':4,5]thieno[3,2-d]pyrimidin-4-amine N1C=NC2=C1C=CC(=C2)CCNC=2C1=C(N=CN2)C2=C(S1)N=C1C(=C2CN(CCOCCOCCOC)C)COC(C1)(C)C